BrC=1C=C(C(=C2C(=NNC12)N1C(C2=CC=CC=C2C1=O)=O)OC1=C(C=CC(=C1)F)Cl)NC(C1=CC(=CC(=C1)C(F)(F)F)F)=O N-(7-Bromo-4-(2-chloro-5-fluorophenoxy)-3-(1,3-dioxoisoindolin-2-yl)-1H-indazol-5-yl)-3-fluoro-5-(trifluoromethyl)benzamide